NC1=NC2=CC=C(C=C2C=C1C)C(=O)N(N(C1=NC=CC=N1)C)CC1=NC=C(C=C1)C1(COC1)O 2-amino-N-((5-(3-hydroxyoxetane-3-yl)pyridin-2-yl)methyl)-N',3-dimethyl-N'-(pyrimidin-2-yl)quinoline-6-carbohydrazide